(E)-4-(o-tolyldiazenyl)naphthalene-1,5-diol C1(=C(C=CC=C1)/N=N/C1=CC=C(C=2C=CC=C(C12)O)O)C